C1CNCC2=C1C3=CC=CC=C3N2 TETRAHYDRO-BETA-CARBOLINE